γ-propyl-L-glutamate C(CC)C(C[C@H](N)C(=O)[O-])C(=O)[O-]